C(C)(C)(C)OC(=O)N1CC(C1)=CC1=C(C=C(C=C1C)Br)C 3-(4-bromo-2,6-dimethylbenzylidene)azetidine-1-carboxylic acid tert-butyl ester